N-[(phenylmethoxy)carbonyl]-L-leucyl-N-[(1S)-1-formyl-3-methylbutyl]-L-leucinamide C1(=CC=CC=C1)COC(=O)N[C@@H](CC(C)C)C(=O)N[C@@H](CC(C)C)C(=O)N[C@@H](CC(C)C)C=O